1-hydroxy-3,3-dimethyl-1-(5-methyl-2,4,6-trioxohexahydropyrimidin-5-yl)urea ON(C(=O)N(C)C)C1(C(NC(NC1=O)=O)=O)C